tert-butyl-peroxy-2-ethyl hexyl monocarbonate C(OC(C)OOC(C)(C)C)(OCCCCCC)=O